C(C)OC(CCCCC)=O.[Rh+2] rhodium(II) ethylhexanoate